C(CCCCCC\C=C/CCCCCCCC)C1OC(OC1CCCCCCCCCCCCCCCCC)CCN(C)C (2-{4-[(8Z)-Heptadec-8-en-1-yl]-5-heptadecyl-1,3-dioxolan-2-yl}ethyl)dimethylamine